6-bromo-5,8-dimethyl-2-(methylthio)pyrido[2,3-d]pyrimidin-7(8H)-one BrC1=C(C2=C(N=C(N=C2)SC)N(C1=O)C)C